tert-butyl (S)-3-(quinolin-7-ylamino)pyrrolidin-1-carboxylate N1=CC=CC2=CC=C(C=C12)N[C@@H]1CN(CC1)C(=O)OC(C)(C)C